2-(tert-butyl)-N-(1-(4,4-difluorocyclohexyl)-3-(methylsulfonyl)allyl)-4-phenoxypyrimidine-5-carboxamide C(C)(C)(C)C1=NC=C(C(=N1)OC1=CC=CC=C1)C(=O)NC(C=CS(=O)(=O)C)C1CCC(CC1)(F)F